(Z)-3,7-Dimethylnona-1,6-dien-3-yl-4-hydroxybenzoat CC(C=C)(CC\C=C(/CC)\C)OC(C1=CC=C(C=C1)O)=O